(S)-4-(2-fluoro-4-((3-fluorobenzyl)oxy)benzyl)morpholine-3-carboxamide tert-butyl-(R)-3-(tosyloxy)pyrrolidine-1-carboxylate C(C)(C)(C)OC(=O)N1C[C@@H](CC1)OS(=O)(=O)C1=CC=C(C)C=C1.FC1=C(CN2[C@@H](COCC2)C(=O)N)C=CC(=C1)OCC1=CC(=CC=C1)F